7-[4-(Trifluoromethoxy)phenyl]thiazolo[5,4-d]pyrimidine-5-carbonitrile FC(OC1=CC=C(C=C1)C=1C2=C(N=C(N1)C#N)SC=N2)(F)F